(S)-2-((2-methoxypyrimidin-4-yl)amino)-4-((2-(pyridin-2-yloxy)ethyl)(4-(5,6,7,8-tetrahydro-1,8-naphthyridin-2-yl)butyl)amino)butanoic acid COC1=NC=CC(=N1)N[C@H](C(=O)O)CCN(CCCCC1=NC=2NCCCC2C=C1)CCOC1=NC=CC=C1